tert-Butyl ((6-methyl-2-(((1R*,3S*)-3-(2-oxoethyl)cyclohexyl)oxy)pyridin-3-yl)sulfonyl)-L-prolinate CC1=CC=C(C(=N1)O[C@H]1C[C@H](CCC1)CC=O)S(=O)(=O)N1[C@@H](CCC1)C(=O)OC(C)(C)C |o1:8,10|